(E)-1-(3-(4-amino-5-(7-methoxy-5-methylbenzothiophen-2-yl)-7H-pyrrolo[2,3-d]pyrimidin-7-yl)pyrrolidin-1-yl)-4-(ethyl-(methyl)amino)but-2-en-1-one NC=1C2=C(N=CN1)N(C=C2C=2SC1=C(C2)C=C(C=C1OC)C)C1CN(CC1)C(\C=C\CN(C)CC)=O